FC1=CC=C2C=CC(=NC2=C1F)C 7,8-difluoro-2-methylquinolin